3-[5-[2,2-difluoroethyl-(methyl)amino]-2-methylpyrazol-3-yl]oxybenzonitrile FC(CN(C=1C=C(N(N1)C)OC=1C=C(C#N)C=CC1)C)F